COC=1C=C(C=CC(=O)NC(=N)N)C=CC1 (3-Methoxycinnamoyl)guanidine